NC=1N=NC(=CC1N1CC2CCC(C1)N2C=2C=C(OC1CCC(CC1)CC(=O)N1CC3(CN(C3)C(=O)OCC3=CC=CC=C3)C1)C=CC2)C2=C(C=CC=C2)O benzyl 6-[2-[4-[3-[3-[3-amino-6-(2-hydroxyphenyl)pyridazin-4-yl]-3,8-diazabicyclo[3.2.1]octan-8-yl]phenoxy]cyclohexyl]acetyl]-2,6-diazaspiro[3.3]heptane-2-carboxylate